(S)-benzyl-2-(4-(((4-nitrophenoxy)carbonyloxy)methyl)phenylcarbamoyloxy)propanoate C(C1=CC=CC=C1)OC([C@H](C)OC(NC1=CC=C(C=C1)COC(=O)OC1=CC=C(C=C1)[N+](=O)[O-])=O)=O